C(CCCCCCC\C=C/CCCCCCCC)(=O)[O-].[Ga+3].C(CCCCCCC\C=C/CCCCCCCC)(=O)[O-].C(CCCCCCC\C=C/CCCCCCCC)(=O)[O-] gallium (III) oleate